N1CCCC12CN(CC2)C=2N=C(C1=C(N2)C(=C(N=C1)C1=CC(=CC2=CC=C(C(=C12)C#C)F)O)F)N1CCCCC1 4-[2-(1,7-diazaspiro[4.4]nonan-7-yl)-8-fluoro-4-(piperidin-1-yl)pyrido[4,3-d]pyrimidin-7-yl]-5-ethynyl-6-fluoronaphthalen-2-ol